1,4-bis-(amino-methyl)cyclohexane NCC1CCC(CC1)CN